N-(2-fluoro-4-(piperazin-1-yl)phenyl)-8,9-dihydroimidazo[1',2':1,6]pyrido[2,3-d]pyrimidin-2-amine FC1=C(C=CC(=C1)N1CCNCC1)NC=1N=CC2=C(N1)N1C(C=C2)=NCC1